FC1=CC=C(C=N1)C1=NC(=NC=C1SC)NC1=CC=C(C(=O)NC2=C(C=CC(=C2)CN2CCOCC2)C)C=C1 4-[4-(6-Fluoro-pyridin-3-yl)-5-methylsulfanyl-pyrimidin-2-ylamino]-N-(2-methyl-5-morpholin-4-ylmethyl-phenyl)-benzamid